O[C@@]1(C(N(CC1)C)=O)C1=NOC(=C1)C1=NC(=CC=C1)C1=NC(=NC=C1)NC1=CC(=NC=C1)C (R)-3-Hydroxy-1-methyl-3-(5-(6-(2-((2-methylpyridin-4-yl)amino)pyrimidin-4-yl)pyridin-2-yl)isoxazol-3-yl)pyrrolidin-2-one